1-(2,6-difluoro-4-iodo-phenyl)-6-fluoro-3-methyl-2,3,4,9-tetrahydro-1H-beta-carboline FC1=C(C(=CC(=C1)I)F)C1NC(CC=2C3=CC(=CC=C3NC12)F)C